NC1=NN=C(S1)OC[C@@H]1[C@H](CCC1)O (1S,2R)-2-(((5-amino-1,3,4-thiadiazol-2-yl)oxy)methyl)cyclopentan-1-ol